1-(5-((7-fluoro-2,3-dihydrobenzo[b][1,4]dioxin-5-yl)amino)-7-((methyl-d3)amino)pyrazolo[1,5-a]pyrimidin-3-yl)-3-((1R,2S)-2-fluorocyclopropyl)urea FC=1C=C(C2=C(OCCO2)C1)NC1=NC=2N(C(=C1)NC([2H])([2H])[2H])N=CC2NC(=O)N[C@H]2[C@H](C2)F